(S)-8-cyclohexyl-9-(4-(4-((4-(2-(2,6-dioxopiperidin-3-yl)-1-oxoisoindolin-5-yl)piperazin-1-yl)methyl)piperidin-1-yl)phenyl)-6,7-dihydro-5H-benzo[7]annulene-3-carboxylic acid C1(CCCCC1)C=1CCCC2=C(C1C1=CC=C(C=C1)N1CCC(CC1)CN1CCN(CC1)C=1C=C3CN(C(C3=CC1)=O)[C@@H]1C(NC(CC1)=O)=O)C=CC(=C2)C(=O)O